1,2,3,4-tetrahydroisoquinoline-6-sulfonamide C1NCCC2=CC(=CC=C12)S(=O)(=O)N